(9aR)-9a-Isopropyl-2-(2-((1-(methylsulfonyl)piperidin-4-yl)amino)-5-(trifluoromethyl)pyrimidin-4-yl)-7,8,9,9a-tetrahydrothieno[2,3-a]indolizin-4(6H)-one C(C)(C)[C@]12CCCCN2C(C2=C1SC(=C2)C2=NC(=NC=C2C(F)(F)F)NC2CCN(CC2)S(=O)(=O)C)=O